(Tris(4-methoxyphenyl)methoxy)-8-methyl-8-benzyl-3-methoxy-8-azoniabicyclo[3.2.1]octan-6-ol acetate C(C)(=O)OC1C2CC(CC(C1)([N+]2(CC2=CC=CC=C2)C)OC(C2=CC=C(C=C2)OC)(C2=CC=C(C=C2)OC)C2=CC=C(C=C2)OC)OC